[B].[Pd] palladium boron